N-(2,2-diphenylethyl)furan-2-carboxamide C1(=CC=CC=C1)C(CNC(=O)C=1OC=CC1)C1=CC=CC=C1